COCCOC1=C(NCC#C)C=CC(=C1)S(=O)(=O)C 2-(2-methoxyethoxy)-4-methylsulfonyl-N-prop-2-ynyl-aniline